4-((3-chloro-1-methyl-1H-pyrazolo[3,4-d]pyrimidin-6-yl)amino)tetrahydro-2H-thiopyran 1,1-dioxide ClC1=NN(C2=NC(=NC=C21)NC2CCS(CC2)(=O)=O)C